O=C1NC(CCC1N1C(C2=CC=CC(=C2C1=O)N1CCN(CC1)CCC(=O)N1CCC(CC1)C1=CC=C(C(=O)NC2=CC3=C(NC(=N3)CN3[C@H](CCC3)C)C=C2)C=C1)=O)=O 4-(1-(3-(4-(2-(2,6-dioxopiperidin-3-yl)-1,3-dioxoisoindolin-4-yl)piperazin-1-yl)propanoyl)piperidin-4-yl)-N-(2-(((S)-2-methylpyrrolidin-1-yl)methyl)-1H-benzo[d]imidazol-5-yl)benzamide